methyl (S)-2-(chloromethyl)-4-methyl-1-(oxetan-2-ylmethyl)-1H-benzo[d]imidazole-6-carboxylate ClCC1=NC2=C(N1C[C@H]1OCC1)C=C(C=C2C)C(=O)OC